ClC=1C=CC=C2[C@H](CCOC12)NC(=O)NC1=NN(C=C1)C1CCNCC1 1-[(4S)-8-chlorochroman-4-yl]-3-[1-(4-piperidyl)pyrazol-3-yl]urea